2-((4-(3-((4-chloro-2-fluorobenzyl)oxy)-1H-pyrazol-1-yl)piperidin-1-yl)methyl)-1-((1-(2,2,2-trifluoroethyl)-1H-imidazol-5-yl)methyl)-1H-benzo[d]imidazole-6-carboxylic acid ClC1=CC(=C(COC2=NN(C=C2)C2CCN(CC2)CC2=NC3=C(N2CC2=CN=CN2CC(F)(F)F)C=C(C=C3)C(=O)O)C=C1)F